7-((2-methyl-6-oxo-1,6-dihydropyrimidin-5-yl)methyl)-4-(trifluoromethyl)-3,4-dihydroquinazolin-2(1H)-one CC=1NC(C(=CN1)CC1=CC=C2C(NC(NC2=C1)=O)C(F)(F)F)=O